4-(1-aminoethyl)pyridin-2-amine NC(C)C1=CC(=NC=C1)N